(4Z)-3-(tert-butoxycarbonyl)-1-[1-(4-cyanophenyl)-2-hydroxyethyl]-2,5-dioxoimidazolidin C(C)(C)(C)OC(=O)N1C(N(C(C1)=O)C(CO)C1=CC=C(C=C1)C#N)=O